N[C@@H]1C(N(C2=C(OC1)C=CC(=C2)OCCN2N=C(C=CC2=O)C(F)(F)F)C)=O (S)-3-amino-5-methyl-7-(2-(6-oxo-3-(trifluoromethyl)pyridazin-1(6H)-yl)ethoxy)-2,3-dihydrobenzo[b][1,4]oxazepin-4(5H)-one